(3'-hydroxy-[1,1'-biphenyl]-3-yl)(4-methylpiperidin-1-yl)methanone OC=1C=C(C=CC1)C1=CC(=CC=C1)C(=O)N1CCC(CC1)C